(R)-2-[4-(4-cyano-2-fluorophenoxy) phenoxy]-butyl propionate C(CC)(=O)OC[C@@H](CC)OC1=CC=C(C=C1)OC1=C(C=C(C=C1)C#N)F